CC1=C(C=C(C=C1)NC(=O)[C@@H]1NCCCC1)C(N[C@H](C)C1=CC(=NC2=CC=CC=C12)C=1C=NN(C1)C)=O (2R)-N-(4-methyl-3-{[(1R)-1-[2-(1-methyl-1H-pyrazol-4-yl)quinolin-4-yl]ethyl]carbamoyl}phenyl)piperidine-2-carboxamide